5-methoxy-7-(2-methoxyethoxy)quinazolin-4(3H)-one COC1=C2C(NC=NC2=CC(=C1)OCCOC)=O